C(C)(C)C1=CC=C(C=C1)C1=NC2=CC=CC=C2C(=C1)C(=O)O 2-(4-isopropylphenyl)quinoline-4-carboxylic acid